BrC1=NC=CC(=C1)C(C)(F)F 2-bromo-4-(1,1-difluoroethyl)pyridine